OCCCC1CCC(N1C(=O)OC(C)(C)C)(C)C tert-Butyl 5-(3-hydroxypropyl)-2,2-dimethylpyrrolidine-1-carboxylate